C(C)N(CCCC(=O)O)C 4-[ETHYL(METHYL)AMINO]BUTANOIC ACID